(E)-4-Hydroxy-3-((2-(2-((4-(trifluoromethyl)phenyl)amino)pyrimidin-4-yl)phenyl)diazenyl)benzoic acid OC1=C(C=C(C(=O)O)C=C1)\N=N\C1=C(C=CC=C1)C1=NC(=NC=C1)NC1=CC=C(C=C1)C(F)(F)F